N1(CC=C(C=C1)O)C=1C=NC=CC1 2H-[1,3']bipyridinyl-4-ol